tert-butyl N-[cis-3-[(3S)-3-(3-fluorophenyl)isoxazolidine-2-carbonyl]cyclobutyl]carbamate FC=1C=C(C=CC1)[C@H]1N(OCC1)C(=O)[C@H]1C[C@H](C1)NC(OC(C)(C)C)=O